3-methyl-1-(3,3,3-trifluoropropyl)-1H-pyrazolo[3,4-b]pyridine-6-amine CC1=NN(C2=NC(=CC=C21)N)CCC(F)(F)F